ClC=1C(=NC=CC1S)NC1CC1 3-chloro-2-(cyclopropylamino)pyridine-4-thiol